2,3-dicyano-bicyclo[2.2.1]Hept-5-ene C(#N)C1C2C=CC(C1C#N)C2